N-(4-morpholinophenyl)-3-phenylpropionamide O1CCN(CC1)C1=CC=C(C=C1)NC(CCC1=CC=CC=C1)=O